[I-].C1(=CC=CC=C1)CC[NH3+] phenylethylammonium iodide